COC1=C(C=C(C2=CC=CC=C12)S(=O)(=O)NC(=O)C=1C=C(C(=O)O)C=CN1)C(=O)OC1=CC=C(C=C1)OC 2-(((4-methoxy-3-((4-methoxyphenoxy)carbonyl)naphthalen-1-yl)sulfonyl)carbamoyl)isonicotinic acid